(2S)-2-({5-[(1S)-1-[(5-chloro-2-methylpyridin-3-yl)amino]ethyl]thiophen-2-yl}formamido)-3-cyclopentyl-N-(3,3-difluorocyclopentyl)propanamide ClC=1C=C(C(=NC1)C)N[C@@H](C)C1=CC=C(S1)C(=O)N[C@H](C(=O)NC1CC(CC1)(F)F)CC1CCCC1